[S].[Zn].[Pb].[Cu] copper-lead-zinc sulfur